C(C)(C)(C)OC(=O)N1[C@@H]([C@H]2[C@H]3C(C[C@@H]([C@H]2C1)C3)(F)F)C(N[C@@H](C[C@H]3C(NCC3)=O)C(N)=O)=O (1S,2r,3S,6r,7S)-3-{[(1S)-1-carbamoyl-2-[(3S)-2-oxopyrrolidin-3-yl]ethyl]carbamoyl}-9,9-difluoro-4-azatricyclo[5.2.1.0{2,6}]decane-4-carboxylic acid tert-butyl ester